C(#N)[C@H]1[C@@H](CCC1)N1N=C(C(=C1)C(=O)N)NC=1C=CC2=C(C(=C(B(O2)O)CC)CC)C1 1-(trans-2-cyanocyclopentyl)-3-[(3,4-diethyl-2-hydroxy-1,2-benzoxaborinin-6-yl)amino]pyrazole-4-carboxamide